(6-amino-5-(4-fluoro-3-hydroxy-2,6-dimethylphenyl)-2,3-dimethyl-5H-pyrrolo[2,3-b]pyrazin-7-yl)(6,7-dihydropyrazolo[1,5-a]pyrazin-5(4H)-yl)methanone NC1=C(C=2C(=NC(=C(N2)C)C)N1C1=C(C(=C(C=C1C)F)O)C)C(=O)N1CC=2N(CC1)N=CC2